NCCOC[C@]1(C[C@H](N(C1)C(CNC(=O)C=1C=CC=2C(C3=CC=CC=C3C2C1)(F)F)=O)C(=O)N[C@H](C)C=1SC=C(C1)C(N)=N)F (2S,4R)-4-((2-aminoethoxy)methyl)-N-((R)-1-(4-carbamimidoylthiophen-2-yl)ethyl)-1-((9,9-difluoro-9H-fluorene-3-carbonyl)glycyl)-4-fluoropyrrolidine-2-carboxamide